N-(4-((4-(2-(3-cyano-5-fluoro-4-(2-azaspiro[3.3]heptan-2-yl)phenyl)propan-2-yl)phenoxy)methyl)pyrimidin-2-yl)methanesulfonamide C(#N)C=1C=C(C=C(C1N1CC2(C1)CCC2)F)C(C)(C)C2=CC=C(OCC1=NC(=NC=C1)NS(=O)(=O)C)C=C2